[As]=O Arsenic Oxid